Nickel alloyl-German silver [Ag].C(C=C)(=O)[GeH3].[Ni]